3-({[(4R)-7-[(2,3-dihydro-1H-inden-5-yl)(methyl)amino]-3,4-dihydro-2H-1-benzopyran-4-yl]methyl}amino)pyridine-4-carboxylic acid methyl ester COC(=O)C1=C(C=NC=C1)NC[C@@H]1CCOC2=C1C=CC(=C2)N(C)C=2C=C1CCCC1=CC2